C(C)(C)(C)OC(=O)N1CC(CC1)OC1=NC=C(N=C1C)Br.OC1=C(C=CC=C1)C=1C(=O)NC(C1)=O o-hydroxyphenyl-maleimide tert-butyl-3-[(5-bromo-3-methylpyrazin-2-yl)oxy]pyrrolidine-1-carboxylate